[Ca].[Co] cobalt-calcium